NC1=C(C=C(C=N1)C#CC=1C=C(C(=O)NC2=CC(=NN2C=2C=NC(=CC2)C)C(C)(C)C)C=CC1C)F 3-((6-amino-5-fluoropyridin-3-yl)ethynyl)-N-(3-(tert-butyl)-1-(6-methylpyridin-3-yl)-1H-pyrazol-5-yl)-4-methylbenzamide